ClC=1C2=C(N=CN1)N(C=C2)[C@H]2[C@@H]([C@@H]([C@H](C2)CO)O)O (1R,2S,3R,5R)-3-(4-Chloro-7H-pyrrolo[2,3-d]pyrimidin-7-yl)-5-(hydroxymethyl)cyclopentane-1,2-diol